4-((tert-butyldiphenylsilyl)oxy)-6-fluoroisoquinoline [Si](C1=CC=CC=C1)(C1=CC=CC=C1)(C(C)(C)C)OC1=CN=CC2=CC=C(C=C12)F